N-[(4,6-dimethyl-2-oxo-1,2-dihydropyridin-3-yl)methyl]-5-[ethyl-(tetrahydro-2H-pyran-4-yl)amino]-4-methyl-4'-(morpholin-4-ylmethyl)-[1,1'-biphenyl]-3-carboxamide CC1=C(C(NC(=C1)C)=O)CNC(=O)C=1C=C(C=C(C1C)N(C1CCOCC1)CC)C1=CC=C(C=C1)CN1CCOCC1